4-chloro-2-isocyano-1-(prop-1-en-2-yl)benzene ClC1=CC(=C(C=C1)C(=C)C)[N+]#[C-]